5-chloro-2-(chloromethyl)-1-(3,6,9,12-tetraoxapentadec-14-yn-1-yl)-1H-benzimidazole ClC1=CC2=C(N(C(=N2)CCl)CCOCCOCCOCCOCC#C)C=C1